OC1=C(C=C(C=C1)OC)C=CC=O 3-(2-hydroxy-5-methoxyphenyl)prop-2-enal